1-((cis)-bicyclo[3.1.0]hexan-3-yl)-4-((5-bromo-1,3,4-thiadiazol-2-yl)methyl)-1,4-dihydropyrazine-2,3-dione C12CC(CC2C1)N1C(C(N(C=C1)CC=1SC(=NN1)Br)=O)=O